C(C)(C)OC1=CC(=NC(=C1)S(=O)(=O)C)NC1=CC(=NC=C1N1N=CC=C1)NC(C)=O N-(4-((4-isopropoxy-6-(methylsulfonyl)pyridin-2-yl)amino)-5-(1H-pyrazol-1-yl)pyridin-2-yl)acetamide